FC=1C(=NC=NC1N(C(C)C1=C(C=CC=C1)C)C)NCC1C(CN(CC1)CC(=O)N)O 2-(4-(((5-fluoro-6-(methyl(1-(o-tolyl)ethyl)amino)pyrimidin-4-yl)amino)methyl)-3-hydroxypiperidin-1-yl)acetamide